1-isopropyl-N-(4-(trifluoromethoxy)phenyl)-1H-indole-2-carboxamide C(C)(C)N1C(=CC2=CC=CC=C12)C(=O)NC1=CC=C(C=C1)OC(F)(F)F